COC=1C=C2C(=NC=NC2=CC1OC)N[C@H](C(=O)O)CCN(CCCCC1=NC=2NCCCC2C=C1C)CCOC (S)-2-((6,7-dimethoxyquinazolin-4-yl)amino)-4-((2-methoxyethyl)(4-(3-methyl-5,6,7,8-tetrahydro-1,8-naphthyridin-2-yl)butyl)amino)butanoic acid